NC1=C2C(=NC=N1)N(N=C2C)C(C)C2=C(C(=C(C#N)C(=C2)Cl)C2CN(C2)C(CO)C)OCC 4-[1-(4-amino-3-methyl-1H-pyrazolo[3,4-d]pyrimidin-1-yl)ethyl]-6-chloro-3-ethoxy-2-[1-(2-hydroxy-1-methylethyl)azetidin-3-yl]benzonitrile